C(C)(C)(C)OC(=O)N[C@@H](COC1=C(C(=O)OCC2=CC=CC=C2)C(=CC=N1)OC)CC1=CC=CC=C1 benzyl (R)-2-(2-((tert-butoxycarbonyl) amino)-3-phenylpropoxy)-4-methoxynicotinate